2-((1R,5S,6s)-3-methyl-3-azabicyclo[3.1.0]hexan-6-yl)-5-(4,4,5,5-tetramethyl-1,3,2-dioxaborolan-2-yl)benzo[d]thiazole CN1C[C@H]2C([C@H]2C1)C=1SC2=C(N1)C=C(C=C2)B2OC(C(O2)(C)C)(C)C